C1(CC1)C1=NC=NC(=C1C1=NC=C(C(=N1)N(CC1=CC=C(C=C1)C=1N(C=C(N1)C(F)(F)F)C)C)OC)OC 4'-Cyclopropyl-5,6'-dimethoxy-N-methyl-N-(4-(1-methyl-4-(trifluoromethyl)-1H-imidazol-2-yl)benzyl)-[2,5'-bipyrimidin]-4-amine